C(C)(C)(C)[C@@H]1CC=2C=C(C(=NC2C=2N1C=C(C(C2)=O)C(=O)OCC)Cl)OCCCOC (S)-Ethyl 6-(tert-butyl)-2-chloro-3-(3-methoxypropoxy)-10-oxo-6,10-dihydro-5H-pyrido[1,2-h][1,7]naphthyridine-9-carboxylate